FC=1C(=NC=CC1CN1C(CC(CC1)O)C)C=1C=C2CN(C(C2=CC1)=O)C1C(NC(CC1)=O)=O 3-(5-(3-fluoro-4-((4-hydroxy-2-methylpiperidin-1-yl)methyl)pyridin-2-yl)-1-oxoisoindolin-2-yl)piperidine-2,6-dione